CC1(CCC=2C(=NNC2C1)C(=O)NC=1C=NN(C1)C1CCN(CC1)C(=O)OC(C)(C)C)C tert-butyl 4-[4-(6,6-dimethyl-4,5,6,7-tetrahydro-1H-indazole-3-amido)-1H-pyrazol-1-yl]piperidine-1-carboxylate